COC(=O)C1=C(NC(=C1S(=O)(=O)N1CC(CCC1)C(NC1=CC(=C(C=C1)F)C)=O)C)C.N1=C(C=CC=C1)C=CCCCCC=O 7-(pyridin-2-yl)hept-6-en-1-one methyl-4-((3-((4-fluoro-3-methylphenyl)carbamoyl)piperidin-1-yl)sulfonyl)-2,5-dimethyl-1H-pyrrole-3-carboxylate